FC1=CC=C(C=C1)C(=O)N1CCC(CC1)(O)CN1C=NC2=C(C1=O)C=NN2C2=CC=C(C=C2)N2C=NC(=C2)C 5-{[1-[(4-fluorophenyl)carbonyl]-4-hydroxypiperidin-4-yl]methyl}-1-[4-(4-methyl-1H-imidazol-1-yl)phenyl]-1H,4H,5H-pyrazolo[3,4-d]pyrimidin-4-one